N-(benzo[c][1,2,5]oxadiazol-5-yl)-1-(1-thioxo-1,2-dihydroisoquinolin-5-yl)-5-(trifluoromethyl)-1H-pyrazole-4-carboxamide N=1ON=C2C1C=CC(=C2)NC(=O)C=2C=NN(C2C(F)(F)F)C2=C1C=CNC(C1=CC=C2)=S